BrC1=CC=CC=2N(C(N(C21)C)=O)C2C(NC(CC2)=O)=O 3-(4-Bromo-3-methyl-2-oxo-benzoimidazol-1-yl)piperidine-2,6-dione